C(C)(C)(C)C=1C=C(C=C(C1O)C(C)(C)C)NCCCCCCNC1=CC(=C(C(=C1)C(C)(C)C)O)C(C)(C)C N,N'-bis-(3,5-di-tert-butyl-4-hydroxyphenyl)hexamethylenediamine